CN1N=C2[C@@H](N(CCC2=C1C1=CC(=NN1C)C(F)(F)F)C(=O)C1=C(C=CC(=C1)F)N1N=CC=C1)C (S)-(2,7-dimethyl-3-(1-methyl-3-(trifluoromethyl)-1H-pyrazol-5-yl)-2,4,5,7-tetrahydro-6H-pyrazolo[3,4-c]Pyridin-6-yl)(5-fluoro-2-(1H-pyrazol-1-yl)phenyl)methanone